COCCOCC(CC(C(=O)O)C)=O 5-(2-methoxyethoxy)-2-methyl-4-oxo-pentanoic acid